(1r,3s)-1-ethyl-3-((5-(imidazo[1,2-a]pyrimidin-6-yl)-4-methoxypyrrolo[2,1-f][1,2,4]triazin-2-yl)amino)cyclobutan-1-ol C(C)C1(CC(C1)NC1=NN2C(C(=N1)OC)=C(C=C2)C=2C=NC=1N(C2)C=CN1)O